CC(=CC1=NC=2N(C(=C1)N1CC(CC1)O)N=CC2)C 1-(5-(2-methylpropan-1-en-1-yl)pyrazolo[1,5-a]pyrimidin-7-yl)pyrrolidin-3-ol